2-(5-((2-azaspiro[3.3]hept-6-yl)thio)pyrazin-2-yl)-5-(1H-imidazol-1-yl)phenol C1NCC12CC(C2)SC=2N=CC(=NC2)C2=C(C=C(C=C2)N2C=NC=C2)O